C1N(CCC2=CC=CC=C12)CC(CNC1=NN(C2=C1N=CN=C2)COCC[Si](C)(C)C)O 1-(3,4-Dihydroisoquinolin-2(1H)-yl)-3-((1-((2-(trimethylsilyl)ethoxy)methyl)-1H-pyrazolo[4,3-d]pyrimidin-3-yl)amino)propan-2-ol